1-butyl-2-((E)-2-((E)-3-((E)-2-(1-butyl-3,3-dimethylindolin-2-ylidene)ethylidene)-2-chlorocyclohex-1-en-1-yl)vinyl)-3,3-dimethyl-3H-indol-1-ium iodide [I-].C(CCC)[N+]1=C(C(C2=CC=CC=C12)(C)C)\C=C\C1=C(/C(/CCC1)=C/C=C\1/N(C2=CC=CC=C2C1(C)C)CCCC)Cl